(+)-2-aminobutyric acid CC[C@@H](C(=O)O)N